cis-2-[4-(cyclopentyl-amino)phenyl]-1-(2-fluoro-6-methyl-benzoyl)-6-methyl-N-[4-methyl-3-(trifluoromethyl)phenyl]-3,4,4a,5,7,7a-hexahydro-2H-pyrrolo[3,4-b]pyridine-3-carboxamide C1(CCCC1)NC1=CC=C(C=C1)C1C(CC2C(N1C(C1=C(C=CC=C1C)F)=O)CN(C2)C)C(=O)NC2=CC(=C(C=C2)C)C(F)(F)F